OCC1CCC(O1)=O 5-hydroxymethyldihydrofuran-2-one